NC=1C=C(C=NC1)C1(CC(C1)CC#N)C1=NN=CN1C 2-[3-(5-aminopyridin-3-yl)-3-(4-methyl-1,2,4-triazol-3-yl)cyclobutyl]acetonitrile